6-(1-(8-cyclobutyl-8-azabicyclo[3.2.1]octan-3-yl)piperidin-4-yl)-2-(3-fluoro-4-(methylsulfonyl)phenyl)-4-methyl-1H-benzo[d]imidazole C1(CCC1)N1C2CC(CC1CC2)N2CCC(CC2)C=2C=C(C1=C(NC(=N1)C1=CC(=C(C=C1)S(=O)(=O)C)F)C2)C